1-(2-Ethylphenyl)cyclopropanamine C(C)C1=C(C=CC=C1)C1(CC1)N